(4aR,6R,7R,8R,8aR)-8-(4-(4-bromo-2,3-difluorophenyl)-1H-1,2,3-triazol-1-yl)-7-methoxy-2,2-dimethylhexahydropyrano[3,2-d][1,3]dioxine-6-carboxylic acid BrC1=C(C(=C(C=C1)C=1N=NN(C1)[C@@H]1[C@H]([C@@H](O[C@H]2[C@@H]1OC(OC2)(C)C)C(=O)O)OC)F)F